trans-4-[(4-cyano-2-nitro-anilino)methyl]cyclohexanecarboxylate C(#N)C1=CC(=C(NC[C@@H]2CC[C@H](CC2)C(=O)[O-])C=C1)[N+](=O)[O-]